BrC1=CC(=CC=2C(C=C(OC21)SCC)=O)F 8-bromo-2-ethylsulfanyl-6-fluoro-benzopyran-4-one